C(C)(C)(C)OC(=O)N1[C@H](CN(C[C@H]1C)C1=CC=CC(=N1)B(O)O)C [6-[(3S,5R)-4-tert-butoxycarbonyl-3,5-dimethyl-piperazin-1-yl]-2-pyridyl]boronic acid